C[C@@H]1C(=CC2=CC=C(C=C2C1)OCCCC(F)(F)F)CN1CC(C1)C(=O)O (S)-1-((3-methyl-6-(4,4,4-trifluorobutoxy)-3,4-dihydronaphthalen-2-yl)methyl)azetidine-3-carboxylic acid